6-Bromo-2-chloro-N-(piperidin-2-ylmethyl)pyridine-3-sulfonamide BrC1=CC=C(C(=N1)Cl)S(=O)(=O)NCC1NCCCC1